ClC=1C=C2CCN(CC2=C(C1)[C@H]1N(CCC1)C(=O)OC(C)(C)C)C(=O)C=1C(=NC(=NC1)C)C(F)(F)F (S)-tert-butyl 2-(6-chloro-2-(2-methyl-4-(trifluoromethyl)pyrimidine-5-carbonyl)-1,2,3,4-Tetrahydroisoquinolin-8-yl)pyrrolidine-1-carboxylate